phosphorus (phospholene) P1=CCCC1.[P]